C(C)(C)(C)OC(=O)N1C(CN(CC1)C=1C=NC(=C(C1)C)NC(=N)C=1C=C(C=2N(C1)C=C(N2)C)F)(C)C.OC2=C(C=C(C(=C2)CBr)O)CBr 1,4-dihydroxy-2,5-bis(bromomethyl)benzene tert-butyl-4-(6-(8-fluoro-2-methylimidazo[1,2-a]pyridine-6-carboximidamido)-5-methylpyridin-3-yl)-2,2-dimethylpiperazine-1-carboxylate